CC1CN(C(=CC1)C=1C=C2CCC(N(C2=CC1)C)=O)C(=O)OC(C)(C)C tert-Butyl 3-methyl-6-(1-methyl-2-oxo-3,4-dihydroquinolin-6-yl)-3,4-dihydro-2H-pyridine-1-carboxylate